NC1CCC(CC1)NC=1C=C(C(N(N1)C)=O)C(F)(F)F 6-(((1S,4S)-4-aminocyclohexyl)amino)-2-methyl-4-(trifluoromethyl)pyridazin-3(2H)-one